3,5-bis(2-fluorophenyl)-4-phenyl-4H-1,2,4-triazole FC1=C(C=CC=C1)C1=NN=C(N1C1=CC=CC=C1)C1=C(C=CC=C1)F